2',4'-dihydroxypropiophenone OC1=C(C=CC(=C1)O)C(CC)=O